fluoro-2-((1-(2-fluorobenzyl)piperidin-4-yl)methyl)-5,6-dimethoxy-2,3-dihydrobenzo[b]thiophene 1,1-dioxide FC1(CC2=C(S1(=O)=O)C=C(C(=C2)OC)OC)CC2CCN(CC2)CC2=C(C=CC=C2)F